1,4-benzoquinone-3,5-disulphonic acid disodium salt [Na+].[Na+].C1(C=C(C(C(=C1)S(=O)(=O)[O-])=O)S(=O)(=O)[O-])=O